1-(4-(4-((6-((1-acryloylpiperidin-4-yl)amino)-7-methoxyquinazolin-4-yl)amino)-3-fluorophenoxy)pyridin-2-yl)-3-methylpyrrolidine-3-carbonitrile C(C=C)(=O)N1CCC(CC1)NC=1C=C2C(=NC=NC2=CC1OC)NC1=C(C=C(OC2=CC(=NC=C2)N2CC(CC2)(C#N)C)C=C1)F